C(CCC)C1=CN=C(C(=N1)N1CCC(CC1)C(=O)O)C1=CC(=C(C=C1)OCCOC)F 1-(6-butyl-3-(3-fluoro-4-(2-methoxyethoxy)phenyl)pyrazin-2-yl)piperidine-4-carboxylic acid